(2E)-3-(4-methylphenyl)-2-propenal CC1=CC=C(C=C1)/C=C/C=O